C1=CC=CC=2C3=CC=CC=C3C(C12)COC(=O)N[C@H](C(N[C@H](C(NCCNC(OCC1=CC=CC=C1)=O)=O)CS(=O)(=O)[O-])=O)CS(=O)(=O)[O-] (9R,12R)-12-((((9H-fluoren-9-yl)methoxy)carbonyl)amino)-3,8,11-trioxo-1-phenyl-9-(sulfonatomethyl)-2-oxa-4,7,10-triazatridecane-13-sulfonate